[18F][C@@H](C=O)[C@@H](O)[C@H](O)[C@H](O)CO 2-deoxy-2-[18F]fluoro-glucose